2-(3,5-dichloro-4-((6-chloro-4-oxo-3,4-dihydrophthalazin-1-yl)oxy)phenyl)-3,5-dioxo-2,3,4,5-tetrahydro-1,2,4-triazine-6-nitrile ClC=1C=C(C=C(C1OC1=NNC(C2=CC(=CC=C12)Cl)=O)Cl)N1N=C(C(NC1=O)=O)C#N